5-(N-cyclopropyl-S-methyl-sulfonimidoyl)benzothiophene-2-carboxylic Acid C1(CC1)N=S(=O)(C)C=1C=CC2=C(C=C(S2)C(=O)O)C1